FC=1C=CC(=NC1)C1=NN2C(COC(C2)(C)C)=C1C1=CC=NC=C1 2-(5-Fluoropyridin-2-yl)-6,6-dimethyl-3-(pyridin-4-yl)-6,7-dihydro-4H-pyrazolo[5,1-c][1,4]oxazine